NC=1C(=C(C(=O)NC2=C(C=C(C=C2Br)C(C(F)(F)F)(C(F)(F)F)F)Br)C=CC1)F 3-amino-N-(2,6-dibromo-4-(heptafluoropropane-2-yl)phenyl)-2-fluorobenzamide